N-(4-(1-(cyclopropanecarbonyl)indol-5-yl)-5-methylthiazol-2-yl)-2-(3-hydroxyphenyl)acetamide C1(CC1)C(=O)N1C=CC2=CC(=CC=C12)C=1N=C(SC1C)NC(CC1=CC(=CC=C1)O)=O